tert-Butyl 4-(2-oxo-1,3-oxazinan-3-yl)piperidine-1-carboxylate O=C1OCCCN1C1CCN(CC1)C(=O)OC(C)(C)C